methyl (2R)-2-[(2-chloro-5-nitro-4-pyrimidinyl) cyclopentylamino]-butyrate ClC1=NC=C(C(=N1)N([C@@H](C(=O)OC)CC)C1CCCC1)[N+](=O)[O-]